(1s,3s)-3-(aminomethyl)-1-methylcyclobutan-1-ol NCC1CC(C1)(O)C